oleamidopropyl-(hydroxysulfo)propyldimethyl-ammonium methyl-(2-((2-(4-(4-oxo-3,5,7,8-tetrahydro-4H-thiopyrano[4,3-d]pyrimidin-2-yl)phenyl)propan-2-yl)oxy)ethyl)carbamate CN(C([O-])=O)CCOC(C)(C)C1=CC=C(C=C1)C=1NC(C2=C(N1)CCSC2)=O.C(CCCCCCC\C=C/CCCCCCCC)(=O)NCCC[N+](C)(C)CCCS(=O)(=O)OO